3-[[6-chloro-3-(hydroxymethyl)-2-pyridyl]oxymethyl]benzonitrile ClC1=CC=C(C(=N1)OCC=1C=C(C#N)C=CC1)CO